2-((1r,2r)-1-(2-chlorophenyl)-1-(2H-indazol-2-yl)propan-2-yl)-5-hydroxy-N-(isoxazol-4-yl)-1-methyl-6-oxo-1,6-dihydropyrimidine-4-carboxamide ClC1=C(C=CC=C1)[C@@H]([C@@H](C)C=1N(C(C(=C(N1)C(=O)NC=1C=NOC1)O)=O)C)N1N=C2C=CC=CC2=C1